CC(C)(C1CC(C(C1)C(=O)O)CCCC=C)C1CC(C(C1)C(=O)O)CCCC=C 4,4'-(propane-2,2-diyl)bis(2-(pent-4-ene-1-yl)cyclopentane-1-formic acid)